C[C@H]1O[C@H](CN(C1)C1=CC=NC2=NC=CN=C21)CO ((2R,6R)-6-methyl-4-(pyrido[2,3-b]pyrazin-8-yl)morpholin-2-yl)methanol